BrC(=CC1=CC=CC=C1)C(F)F (2-bromo-3,3-difluoroprop-1-en-1-yl)benzene